Oleoyl monolaurate C(CCCCCCCCCCC)(=O)OC(CCCCCCC\C=C/CCCCCCCC)=O